N-[5-[2-(aminomethyl)pyrimidin-5-yl]-3-methoxy-pyrazin-2-yl]-5-methyl-3-phenyl-isoxazole-4-carboxamide hydrochloride Cl.NCC1=NC=C(C=N1)C=1N=C(C(=NC1)NC(=O)C=1C(=NOC1C)C1=CC=CC=C1)OC